1,3-dimethylimidazole dimethylphosphite COP(OC)O.CN1CN(C=C1)C